COC=1C(=CC=2OCCN(C2N1)C)B1OC(C(O1)(C)C)(C)C 6-methoxy-4-methyl-7-(4,4,5,5-tetramethyl-1,3,2-dioxaborolan-2-yl)-3,4-dihydro-2H-pyrido[3,2-b][1,4]oxazine